3-(1-oxo-1,3,6,7,8,9-hexahydro-2H-pyrrolo[3,4-f]isoquinolin-2-yl)piperidine-2,6-dione O=C1N(CC=2C1=C1CCNCC1=CC2)C2C(NC(CC2)=O)=O